9H-pyrido[3,4-b]Indole-6-carboxylic acid C1=NC=CC2=C1NC1=CC=C(C=C21)C(=O)O